C(C)(C)(C)OC(=O)N1C[C@@H](CCC1)N1C=C(C2=C1N=CN=C2N)C(NC2=CC=C(C=C2)CC(=O)N(C)C)=O (R)-3-(4-amino-5-((4-(2-(dimethylamino)-2-oxoethyl)phenyl)carbamoyl)-7H-pyrrolo[2,3-d]pyrimidin-7-yl)piperidine-1-carboxylic acid tert-butyl ester